1-(TRIFLUOROMETHOXY)NAPHTHALENE-2-BORONIC ACID FC(OC1=C(C=CC2=CC=CC=C12)B(O)O)(F)F